NCC1=CC=C(C=C1)N1C(N=C(C=C1)C)N1CCC(CC1)C(F)(F)F N-(4-(aminomethyl)phenyl)-4-methyl-2-(4-(trifluoromethyl)piperidin-1-yl)pyrimidin